benzyl 3-(3-methyl-1,2,4-oxadiazol-5-yl)azetidine-1-carboxylate CC1=NOC(=N1)C1CN(C1)C(=O)OCC1=CC=CC=C1